C(C1=CC=CC=C1)(=O)O.CC1(CN(CCN1)C1=C2C(=NC=C1)N(CC2)C(=O)NC2=CC1=CN(N=C1C=C2OCC)C)C 4-(3,3-dimethylpiperazin-1-yl)-N-(6-ethoxy-2-methyl-2H-indazol-5-yl)-2,3-dihydro-1H-pyrrolo[2,3-b]pyridine-1-carboxamide benzoate